2-(cyclopenten-1-yl)-4,4,5,5-tetramethyl-1,3,2-dioxaborolan C1(=CCCC1)B1OC(C(O1)(C)C)(C)C